C(C=C)OC1=CC(=C(C(=O)C2=CC=CC=C2)C=C1)O 4-(allyloxy)-2-hydroxybenzophenone